ClC1=CC=C(CN2C(=C(C3=CC(=CC=C23)C(C)C)SC(C)(C)C)CC(C(=O)O)(C)C)C=C1 3-[1-(4-chlorobenzyl)-3-tert-butylthio-5-isopropylindol-2-yl]-2,2-dimethyl-propionic acid